ClN monochloro-amine